tert-butyl (1-((5-cyclopropyl-6-(2-(ethoxymethoxy)-4-ethynylphenyl)pyridazin-3-yl)amino)-1-oxopropan-2-yl)(methyl)carbamate C1(CC1)C=1C=C(N=NC1C1=C(C=C(C=C1)C#C)OCOCC)NC(C(C)N(C(OC(C)(C)C)=O)C)=O